(methylene)disulfonic acid C(S(=O)(=O)O)S(=O)(=O)O